tert-butyl (R)-((3-(2-(4,4-difluoroazepan-1-yl)-5-(3,3-difluoroazetidin-1-yl)-4-methylnicotinamido)phenyl)(methyl)(oxo)-λ6-sulfaneylidene)carbamate FC1(CCN(CCC1)C1=C(C(=O)NC=2C=C(C=CC2)[S@](=O)(C)=NC(OC(C)(C)C)=O)C(=C(C=N1)N1CC(C1)(F)F)C)F